C(#CCCC)C=1C=C(OC2=C(N=NN2)C(=O)O)C=CC1 5-(3-(pent-1-ynyl)phenoxy)-1H-1,2,3-triazole-4-carboxylic acid